NC=1N=NC(=CC1N1C[C@@H](OCC1)C1=C(C(=C(C(=O)N2CCC(CC2)CN2CCC(CC2)N2C(=CC3=C(C=CC=C23)N2CNCC=C2)C)C=C1)C)C)C1=C(C=CC=C1)O (s)-1-(1-(1-((1-(4-(4-(3-Amino-6-(2-hydroxyphenyl)pyridazin-4-yl)morpholin-2-yl)-2,3-dimethylbenzoyl)piperidin-4-yl)methyl)piperidin-4-yl)-2-methyl-1H-indol-4-yl)dihydropyrimidine